fluoro-3-methylstyrene FC=CC1=CC(=CC=C1)C